FC(C1(C2=C(SC(=C2)C)C2(CC(N(CC2)CC=2C=NN(C2)CCS(=O)(=O)C)C)OC1)O)F 4-(difluoromethyl)-2,2'-dimethyl-1'-[[1-(2-methylsulfonylethyl)pyrazol-4-yl]methyl]spiro[5H-thieno[2,3-c]pyran-7,4'-piperidine]-4-ol